1-(4-(3-(3-Chlorobenzyl)-1,2,4-oxadiazol-5-yl)benzyl)-3-((3R,5R)-1-cyano-5-methylpyrrolidin-3-yl)urea ClC=1C=C(CC2=NOC(=N2)C2=CC=C(CNC(=O)N[C@H]3CN([C@@H](C3)C)C#N)C=C2)C=CC1